3-cyclohexyl-1-[9-ethyl-6-(2-furylcarbonyl)-9H-carbazol-3-yl]-1,2-propanedione C1(CCCCC1)CC(C(=O)C=1C=CC=2N(C3=CC=C(C=C3C2C1)C(=O)C=1OC=CC1)CC)=O